C(C)C1=C(NC2=CC=C(C=C12)C1CCNCC1)C1=CN=C2N1C=CC=N2 3-(3-ethyl-5-(piperidin-4-yl)-1H-indol-2-yl)imidazo[1,2-a]pyrimidine